5-[4-[2-chloro-5-(methylthio)benzoylamino]phenyl]-1H-naphtho[1,2-b][1,4]diazepine ClC1=C(C(=O)NC2=CC=C(C=C2)N2C3=C(NCC=C2)C2=CC=CC=C2C=C3)C=C(C=C1)SC